C(C1=CC=CC=C1)OC=1C=C(OC[C@@H](CNCCOCCOCCOCCNC(CCCC2=CC=CC=C2)=O)O)C=CC1OCC1=CC=CC=C1 (R)-N-(15-(3,4-bis(benzyloxy)phenoxy)-14-hydroxy-3,6,9-trioxa-12-azapentadecyl)-4-phenylbutaneamide